4-[(2-bromophenyl)amino]-2-{[6-methoxy-2-(2-methylpropanoyl)-1,2,3,4-tetrahydroisoquinolin-7-yl]amino}pyrimidine-5-carboxamide BrC1=C(C=CC=C1)NC1=NC(=NC=C1C(=O)N)NC1=C(C=C2CCN(CC2=C1)C(C(C)C)=O)OC